N1=CC(=C2OCC3(CN21)CC3)S(=O)(N)=N 5',7'-dihydrospiro[cyclopropane-1,6'-pyrazolo[5,1-b][1,3]oxazine]-3'-sulfonimidamide